4-(2-ethyl-tetrazol-5-yl)-2-(trifluoromethoxy)benzene C(C)N1N=C(N=N1)C1=CC(=CC=C1)OC(F)(F)F